2-oxa-heptylboric acid C(OCCCCC)OB(O)O